ClC1=CC=CC2=C1NC(=N2)C(=O)N2C(C=1C=CC=NC1CC2)CC (7-Chloro-1H-benzo[d]imidazol-2-yl)(5-ethyl-7,8-dihydro-1,6-naphthyridin-6(5H)-yl)methanone